6-methoxy-2-methyl-1,2,3,4-tetrahydroisoquinolin COC=1C=C2CCN(CC2=CC1)C